3-methyl-pentanediamine CC(CC(N)N)CC